FC1=C(C(=CC=C1)F)C=1C=CC(=NC1)CN(C(=O)C1(CC1)C1=CC=C2C(NN=C(C2=C1)CNC(OC(C)(C)C)=O)=O)C1CCCC2=CC=CC(=C12)F tert-butyl ((7-(1-(((5-(2,6-difluorophenyl)pyridin-2-yl)methyl)(8-fluoro-1,2,3,4-tetrahydronaphthalen-1-yl)carbamoyl)cyclopropyl)-4-oxo-3,4-dihydrophthalazin-1-yl)methyl)carbamate